(2R)-1-(4-nitropyrazol-1-yl)propan-2-ol [N+](=O)([O-])C=1C=NN(C1)C[C@@H](C)O